methyl (2S)-2-(1,4,7,10-tetraazacyclododecan-1-yl)hex-5-enoate N1(CCNCCNCCNCC1)[C@H](C(=O)OC)CCC=C